tert-butyl 4-[[1-[[1-[2-(2,6-dioxo-3-piperidyl)-1,3-dioxo-isoindolin-4-yl]-4-piperidyl]methyl]-4-piperidyl]methyl]piperidine-1-carboxylate O=C1NC(CCC1N1C(C2=CC=CC(=C2C1=O)N1CCC(CC1)CN1CCC(CC1)CC1CCN(CC1)C(=O)OC(C)(C)C)=O)=O